C(CC(C)C)C(C(=O)OCC)C(C(=O)OCC)C1CCCCC1 diethyl 2-isopentyl-3-cyclohexylsuccinate